C(C)(C)(C)OC(=O)N[C@H](C(CC(=O)OC)(F)F)C methyl (S)-4-((tert-butoxycarbonyl)amino)-3,3-difluoropentanoate